methyl (1r,4r)-4-((5-(2-(2-aminopyridin-3-yl)-5-phenyl-3H-imidazo[4,5-b]pyridin-3-yl)pyridin-2-yl)carbamoyl)cyclohexane-1-carboxylate NC1=NC=CC=C1C1=NC=2C(=NC(=CC2)C2=CC=CC=C2)N1C=1C=CC(=NC1)NC(=O)C1CCC(CC1)C(=O)OC